2,2-dimethyl-1-(2-methylphenyl)-1-propanol CC(C(O)C1=C(C=CC=C1)C)(C)C